NC1=NC(=NC(=C1Cl)C=1N=NN(C1)CC=1C=C2N(N1)C[C@H](C2)F)C=2C(=C(C#N)C=CC2)C (S)-3-(4-amino-5-chloro-6-(1-((5-fluoro-5,6-dihydro-4H-pyrrolo[1,2-b]pyrazol-2-yl)methyl)-1H-1,2,3-triazol-4-yl)pyrimidin-2-yl)-2-methylbenzonitrile